C(C)(C)(C)NC(=O)C(CC(=O)O)CC 3-(tert-butylcarbamoyl)pentanoic acid